COC=1N=CC(=NC1)C(CC(=O)O)N1N=CC2=CC(=CC=C12)OCCC1=NC=2NCCCC2C=C1 3-(5-Methoxypyrazin-2-yl)-3-(5-(2-(5,6,7,8-tetrahydro-1,8-naphthyridin-2-yl)ethoxy)-1H-indazol-1-yl)propanoic acid